COC(=O)C=1C=C(C2=CN(N=C2C1)C(F)F)S(=O)(=O)Cl 4-(chlorosulfonyl)-2-(difluoromethyl)-2H-indazole-6-carboxylic acid methyl ester